COC(=O)C=1C2=C(N=CC1Cl)NC=C2 D-5-chloro-1H-pyrrolo[2,3-b]pyridine-4-carboxylic acid methyl ester